(E)-3-(4-Methoxyphenyl)-1-[2-[(2S,3R,4S,5S,6R)-3,4,5-trihydroxy-6-(hydroxymethyl)oxan-2-yl]oxyphenyl]prop-2-en-1-one COC1=CC=C(C=C1)/C=C/C(=O)C1=C(C=CC=C1)O[C@@H]1O[C@@H]([C@H]([C@@H]([C@H]1O)O)O)CO